potassium n-methyl-taurinate CNCCS(=O)(=O)[O-].[K+]